6-(chloromethyl)pyrazolo[1,5-a]pyridine ClCC=1C=CC=2N(C1)N=CC2